tert-butyl (S)-((5-(4-(chloromethyl)-6-(3-ethylmorpholino)pyrimidin-2-yl)-1-((2-(trimethylsilyl)ethoxy)methyl)-1H-pyrrolo[3,2-b]pyridin-2-yl)methyl)(methyl)carbamate ClCC1=NC(=NC(=C1)N1[C@H](COCC1)CC)C1=CC=C2C(=N1)C=C(N2COCC[Si](C)(C)C)CN(C(OC(C)(C)C)=O)C